N-(2-oxoindolin-5-yl)morpholine-4-carboxamide O=C1NC2=CC=C(C=C2C1)NC(=O)N1CCOCC1